C(C)(=O)N[C@H]1[C@@H](O[C@@H]([C@H]([C@@H]1O)O)CO)N=[N+]=[N-] 2-Acetamido-2-deoxy-β-D-glucopyranosyl azide